[2H]C=1C(=C(C(=C(C1)[C@@H]1[C@H](O[C@]([C@H]1C)(C(F)(F)F)C)C(=O)NC1=CC(=NC=C1)C(=O)N)OC)F)F 4-[[(2S,3R,4S,5R)-3-(5-Deuterio-3,4-difluoro-2-methoxyphenyl)-4,5-dimethyl-5-(trifluoromethyl)tetrahydrofuran-2-carbonyl]amino]pyridin-2-carboxamid